4-hydroxyl-N-((S)-1-(4-(4-methylthiazol-5-yl)phenyl)ethyl)pyrrolidine-2-carboxamide OC1CC(NC1)C(=O)N[C@@H](C)C1=CC=C(C=C1)C1=C(N=CS1)C